racemic-piperazinone N1C(CNCC1)=O